N-(3-((9-ethyl-9H-carbazol-3-yl)methylamino)propyl)-1-methyl-1H-imidazole-4-carboxamide C(C)N1C2=CC=CC=C2C=2C=C(C=CC12)CNCCCNC(=O)C=1N=CN(C1)C